C(CCC)C1C2C3C4C=CC(C3(C(C1)C2)C(=O)NC2=CC=CC=C2)C4 8-butylphenylaminocarbonyl-tetracyclo[4.4.0.12,5.17,10]-3-dodecene